C1(CC1)C1=NC(=C(C(=O)NC2=CC(=NC=C2)S(N)(=O)=O)C=C1)N1CCC(CCC1)(F)F 6-cyclopropyl-2-(4,4-difluoroazepan-1-yl)-N-(2-sulfamoylpyridin-4-yl)nicotinamide